1,3,4-Tri-O-acetyl-2-azido-2-deoxy-6-O-trityl-β-D-glucopyranose C(C)(=O)O[C@H]1[C@@H]([C@@H](OC(C)=O)[C@H](OC(C)=O)[C@H](O1)COC(C1=CC=CC=C1)(C1=CC=CC=C1)C1=CC=CC=C1)N=[N+]=[N-]